O[C@@]1(CC[C@@]2([C@H]3CC[C@]45[C@H](CC[C@@]4([C@@H]3CC[C@H]2C1)C5)C(C)=O)C)C 1-((3R,5S,8R,9S,10S,13S,14S,17S)-3-hydroxy-3,10-dimethyltetradecahydro-1H-13,14-methanocyclopenta[a]phenanthren-17-yl)ethanone